4-((2-methoxy-3-(2-methyl-2H-1,2,3-triazol-4-yl)phenyl)amino)-N-(methyl-d3)-6-((1S,2R)-2-methylcyclopropane-1-carboxamido)-pyridazine-3-carboxamide COC1=C(C=CC=C1C1=NN(N=C1)C)NC1=C(N=NC(=C1)NC(=O)[C@@H]1[C@@H](C1)C)C(=O)NC([2H])([2H])[2H]